CCCCC/C=C\\C/C=C\\C/C=C\\C(/C=C\\CCCC(=O)O)O The molecule is a HETE that is arachidonic acid carrying a hydroxy substituent at position 7. It has a role as a rat metabolite. It is a HETE and a secondary allylic alcohol. It derives from an arachidonic acid. It is a conjugate acid of a 7-HETE(1-).